OC1(CC1)CC1=C(C(=O)N)C=CC(=C1)C1=NC(=NC=C1C)NC=1C=NN(C1)C ((1-hydroxycyclopropyl)methyl)-4-(5-methyl-2-((1-methyl-1H-pyrazol-4-yl)amino)pyrimidin-4-yl)benzamide